(E)-N-(2-(2-((4S)-6-(4-chlorophenyl)-8-methoxy-1-methyl-4H-benzo[f][1,2,4]triazolo[4,3-a][1,4]diazepin-4-yl)acetamido)ethyl)-3-(3-hydroxyphenyl)acrylamide ClC1=CC=C(C=C1)C1=N[C@H](C=2N(C3=C1C=C(C=C3)OC)C(=NN2)C)CC(=O)NCCNC(\C=C\C2=CC(=CC=C2)O)=O